FC1(CNC(N(C1)[C@H](COC)C=1C=CC2=C(N=C(O2)[C@@H](NC(=O)C2=CC=NN2C)C2CCC(CC2)(F)F)C1)=O)F N-((S)-(5-((S)-1-(5,5-difluoro-2-oxotetrahydropyrimidin-1(2H)-yl)-2-methoxyethyl)benzo[d]oxazol-2-yl)(4,4-difluorocyclohexyl)methyl)-1-methyl-1H-pyrazole-5-carboxamide